lithium (R)-2-fluoro-5-((4-(methyl-d3)morpholin-2-yl)methoxy)-3-(5-methylthiazol-2-yl)benzoate FC1=C(C(=O)[O-])C=C(C=C1C=1SC(=CN1)C)OC[C@H]1CN(CCO1)C([2H])([2H])[2H].[Li+]